N4-[2-(dimethylphosphoryl)-4-(trifluoromethyl)phenyl]-N2-(piperidin-3-yl)-5-(trifluoromethyl)pyrimidin-2,4-diamine CP(=O)(C)C1=C(C=CC(=C1)C(F)(F)F)NC1=NC(=NC=C1C(F)(F)F)NC1CNCCC1